methyl-2-phenylaniline CNC1=C(C=CC=C1)C1=CC=CC=C1